1-(2,6-dimethoxyphenyl)-pyrazole COC1=C(C(=CC=C1)OC)N1N=CC=C1